FC1=C(C=CC(=N1)\C=C(/C)\C=1N=C(SC1)NC(OC(C)(C)C)=O)C tert-butyl N-{4-[(1E)-1-(6-fluoro-5-methylpyridin-2-yl)prop-1-en-2-yl]-1,3-thiazol-2-yl}carbamate